N1=C(C(=C(C2=C1NC1=C(C(=C(C(=C21)[2H])[2H])[2H])[2H])[2H])[2H])[2H] 9H-pyrido[2,3-b]indole-d7